10H-phenothiazine p-toluenesulfonate CC1=CC=C(C=C1)S(=O)(=O)O.C1=CC=CC=2SC3=CC=CC=C3NC12